(2R,5S)-7-methyl-2-[4-methyl-6-[4-(trifluoromethyl)-phenyl]pyrimidin-2-yl]-1,7-diazaspiro[4.4]nonan-6-one CN1C([C@]2(CC[C@@H](N2)C2=NC(=CC(=N2)C)C2=CC=C(C=C2)C(F)(F)F)CC1)=O